OC[C@H]1N(CCC1)C=1C2=C(N=C(N1)NC=1N=CN(C1)C1=CC(=C(C(=C1)OC)OC)OC)CCN(C2)C(=O)OC(C)(C)C tert-butyl (S)-4-(2-(hydroxymethyl) pyrrolidin-1-yl)-2-((1-(3,4,5-trimethoxyphenyl)-1H-imidazol-4-yl) amino)-7,8-dihydropyrido[4,3-d]pyrimidine-6(5H)-carboxylate